C1(=CC=CC=C1)SC=1C(N(C(C1)=O)CC1CCOCC1)=O 3-(Phenylthio)-1-((tetrahydro-2H-pyran-4-yl)methyl)-1H-pyrrole-2,5-dione